acryloyloxyoctyloxyphenol C(C=C)(=O)OCCCCCCCCOC1=C(C=CC=C1)O